NC1=C(C2=CC=CC=C2C=C1)S(=O)(=O)[O-] 2-amino-1-naphthalinsulfonat